benzyl (S)-7-(((methylsulfonyl) oxy) methyl)-1,4-oxazepan-4-carboxylate CS(=O)(=O)OC[C@@H]1CCN(CCO1)C(=O)OCC1=CC=CC=C1